2-formyl-N1-(5-phospho-beta-D-ribosyl)glycinamide C(=O)C(N)C(=O)N[C@H]1[C@H](O)[C@H](O)[C@H](O1)COP(=O)(O)O